OC1CN(CC12CC2)C=2C=1N(N=C(C2)C=2C(NC(NC2)=O)=O)C=CN1 5-[8-(7-hydroxy-5-azaspiro[2.4]heptan-5-yl)imidazo[1,2-b]pyridazin-6-yl]-1H-pyrimidine-2,4-dione